4-[4-(4-fluorophenyl)-2-[4-(methylsulfinyl)phenyl]-1H-imidazol-5-yl]pyridine FC1=CC=C(C=C1)C=1N=C(NC1C1=CC=NC=C1)C1=CC=C(C=C1)S(=O)C